OC1=C(C(=O)O)C=C(C=C1)OCC=1C=NC(=NC1)C1=CC(=CC=C1)NS(=O)(=O)CCCCCCCC 2-Hydroxy-5-((2-(3-(octylsulfonamido)phenyl)pyrimidin-5-yl)methoxy)benzoic acid